1,1'-(hexane-1,6-diyl)bis(5-(2-propylpentyl)biguanide) C(CCCCCNC(=N)NC(=N)NCC(CCC)CCC)NC(=N)NC(=N)NCC(CCC)CCC